5-((1R,2R)-2-aminocyclopropyl)-N-(tetrahydro-2H-pyran-4-yl)thiophene-3-carboxamide Dihydrochloride Cl.Cl.N[C@H]1[C@@H](C1)C1=CC(=CS1)C(=O)NC1CCOCC1